C(C)N1N=C(C=C1COCCN)C(F)(F)F 2-((1-ethyl-3-(trifluoromethyl)-1H-pyrazol-5-yl)methoxy)ethan-1-amine